C[C@@H]1CC(OC1)=O (R)-4-methyldihydrofuran-2(3H)-one